1-(2-ethoxy-2-oxoethyl)-1H-pyrazole-3-carboxylate C(C)OC(CN1N=C(C=C1)C(=O)[O-])=O